1-(5-(2-fluorophenyl)-1-((3-(thiophen-2-yl)phenyl)sulfonyl)-1H-pyrrol-3-yl)-N-methyl-methylamine hydrochloride Cl.FC1=C(C=CC=C1)C1=CC(=CN1S(=O)(=O)C1=CC(=CC=C1)C=1SC=CC1)CNC